CNC=1C=C(C(=CC1)N)N 4-(methylamino)benzene-1,2-diamine